tert-Butyl ((1R,2S,6S)-rel-2-((tert-butyldiphenylsilyl)oxy)-6-(hydroxymethyl)cyclohexyl)carbamate [Si](C1=CC=CC=C1)(C1=CC=CC=C1)(C(C)(C)C)O[C@@H]1[C@@H]([C@H](CCC1)CO)NC(OC(C)(C)C)=O |o1:18,19,20|